2'-(5-Cyclopentyl-1H-imidazol-2-yl)-5-(methylsulfonyl)-3,4'-bipyridin C1(CCCC1)C1=CN=C(N1)C1=NC=CC(=C1)C=1C=NC=C(C1)S(=O)(=O)C